NC=1C2=C(N=CN1)N(C(=C2C=2C=NC(=CC2)OCC2=CC=CC=C2)C2=CC=C(C=C2)NC(C(=C)C)=O)C N-(4-(4-amino-5-(6-(benzyloxy)pyridin-3-yl)-7-methyl-7H-pyrrolo[2,3-d]pyrimidin-6-yl)phenyl)methacrylamide